2-Amino-6-cyano-6-(methoxymethyl)-7-oxo-4,5,6,7-tetrahydrobenzo[b]thiophene-3-carboxamide NC1=C(C2=C(S1)C(C(CC2)(COC)C#N)=O)C(=O)N